2-fluoro-4-methyl-5-[2-methyl-8-(morpholin-4-yl)-[1,2,4]triazolo[1,5-a]pyridin-6-yl]benzoic acid FC1=C(C(=O)O)C=C(C(=C1)C)C=1C=C(C=2N(C1)N=C(N2)C)N2CCOCC2